Cl.Cl.OC1=CC=C(C=C1)CCNC(C(=O)N)CCC1=CC=CC=C1 2-((4-hydroxyphenylethyl)amino)-4-phenylbutanamide dihydrochloride